Tert-butyl (E)-(1-((2-(((4-(3,5-dimethoxystyryl)phenoxy)carbonyl)amino) ethyl)amino)-3-methyl-1-oxobutan-2-yl)carbamate COC=1C=C(/C=C/C2=CC=C(OC(=O)NCCNC(C(C(C)C)NC(OC(C)(C)C)=O)=O)C=C2)C=C(C1)OC